C(CC1=CC=CC=C1)NC1=NC=C(C=N1)C(=O)OCC Ethyl 2-(phenethylamino)pyrimidine-5-carboxylate